C(C1=CC=CC=C1)(C1=CC=CC=C1)N1CC(C1)=C(C(=O)OCC)CC=C Ethyl 2-(1-benzhydryl azetidin-3-ylidene)-4-pentenoate